1-(6-bromopyridin-3-yl)-2,2,2-trifluoroethane-1-one BrC1=CC=C(C=N1)C(C(F)(F)F)=O